2-[1-(4-phenoxyphenoxy)propan-2-yloxy]pyridine methyl-(2S,3R)-3-fluoro-4-oxo-1-(9-phenylfluoren-9-yl)pyrrolidine-2-carboxylate COC(=O)[C@@H]1N(CC([C@@H]1F)=O)C1(C2=CC=CC=C2C=2C=CC=CC12)C1=CC=CC=C1.O(C1=CC=CC=C1)C1=CC=C(OCC(C)OC2=NC=CC=C2)C=C1